C(C1=CC=CC=C1)OC(=O)N1CCNCC1.C(C)(C)(C)OC(=O)N1C=C(C2=C(C=CC=C12)N1CCN(CC1)C(=O)OCC1=CC=CC=C1)C.CC1=CN(C2=CC=CC(=C12)N1CCNCC1)C1C(NC(CC1)=O)=O 3-(3-Methyl-4-(piperazin-1-yl)-1H-indol-1-yl)piperidine-2,6-dione tert-Butyl-4-(4-((benzyloxy)carbonyl)piperazin-1-yl)-3-methyl-1H-indole-1-carboxylate Benzyl-1-piperazinecarboxylate